2-methyl-9,10-bis(isopropoxycarbonyloxy)anthracene CC1=CC2=C(C3=CC=CC=C3C(=C2C=C1)OC(=O)OC(C)C)OC(=O)OC(C)C